FC1=C2CC(N(C2=CC(=C1)F)CC1=CC(=CN2C1=NC(=CC2=O)N2CCOCC2)C)C 9-((4,6-difluoro-2-methylindolin-1-yl)methyl)-7-methyl-2-morpholino-4H-pyrido[1,2-a]pyrimidin-4-one